4-isopropyl-3-(3-(naphthalene-1-yl)acryloyl)oxazolidin-2-one C(C)(C)C1N(C(OC1)=O)C(C=CC1=CC=CC2=CC=CC=C12)=O